CC=1C=C(C(=O)O)C=C(C1)S(=O)(=O)C 3-methyl-5-(methylsulfonyl)benzoic acid